NC(N)=NC(/C(=C/C1=CC(=C(OC2=CC=C(C=C2)S(=O)(=O)NCCOCCOCCOCCOCCOCCOCCNC([C@@H]([C@H](C(=O)NCCOCCOCCOCCOCCOCCOCCNS(=O)(=O)C2=CC=C(C=C2)OC2=C(C=C(C=C2F)\C=C(\C(N=C(N)N)=O)/C)F)O)O)=O)C(=C1)F)F)/C)=O (2R,3R)-N1,N4-bis(20-(4-(4-((E)-3-(diaminomethyleneamino)-2-methyl-3-oxoprop-1-enyl)-2,6-difluorophenoxy)phenylsulfonylamino)-3,6,9,12,15,18-hexaoxaicosyl)-2,3-dihydroxysuccinamide